2,2'-anhydro-5-methyluridine CC1=CN2[C@H]3[C@H]([C@@H]([C@H](O3)CO)O)OC2=NC1=O